C(#N)C=1C=C(C=NC1)C(=O)N 5-cyano-pyridine-3-carboxamide